1-(benzo[b]thiophen-2-yl)-2,2-dimethylhex-5-en-1-one S1C2=C(C=C1C(C(CCC=C)(C)C)=O)C=CC=C2